CC=1N=C(NC1C)C1=NC=CC(=C1)C=1C=NC=C(C1)NCC1COCC1 2'-(4,5-Dimethyl-1H-imidazol-2-yl)-N-(tetrahydrofuran-3-ylmethyl)-3,4'-bipyridin-5-amine